C(C)(C)(C)NCC1=CC=C(CSC2=C3CN(C(C3=CC=C2)=O)C2C(NC(CC2)=O)=O)C=C1 3-(4-((4-((tert-butylamino)methyl)benzyl)thio)-1-oxoisoindolin-2-yl)piperidine-2,6-dione